C1(CC1)COC1=CC2=C(C(=NO2)N)C=C1 6-(cyclopropylmethoxy)benzo[d]isoxazol-3-amine